2-((2,4-bis(bromomethyl)benzyl)oxy)tetrahydro-2H-pyran BrCC1=C(COC2OCCCC2)C=CC(=C1)CBr